(R)-6-(5-cyano-1H-pyrrolo[2,3-b]pyridin-1-yl)-N-(2-fluoro-3-hydroxy-3-methylbutyl)-4-((1-methyl-1H-pyrazol-4-yl)amino)nicotinamide C(#N)C=1C=C2C(=NC1)N(C=C2)C2=NC=C(C(=O)NC[C@H](C(C)(C)O)F)C(=C2)NC=2C=NN(C2)C